N-butyl-6-(4-chlorophenyl)-2-(pyridin-3-yl)pyrimidin-4-amine C(CCC)NC1=NC(=NC(=C1)C1=CC=C(C=C1)Cl)C=1C=NC=CC1